N1C(=NC=C1)CNC(C1=C(C=C(C=C1)C1=NC2=CC=C3C(=C2C=2CCCCC12)C=NN3)F)=O N-((1H-imidazol-2-yl)methyl)-2-fluoro-4-(8,9,10,11-tetrahydro-3H-pyrazolo[4,3-a]phenanthridin-7-yl)benzamide